C(C)(C)(C)OC(=O)N1CCC(=CC1)C1=C2CCCN3C2=C(C=C1)NC3=O.BrCCCOC3=C(C(=CC=C3)OCCCBr)OCCCBr 1,2,3-tris(bromopropyloxy)benzene tert-butyl-4-(2-oxo-1,2,5,6-tetrahydro-4H-imidazo[4,5,1-ij]quinolin-7-yl)-3,6-dihydropyridine-1(2H)-carboxylate